FC1=CC=C(C=C1)C1=C(C=C2CNC(C2=C1)=O)OCC=1C=NC(=CC1)C 6-(4-fluorophenyl)-5-((6-methylpyridin-3-yl)methoxy)isoindolin-1-one